[2-[(4-fluorophenyl)methoxy]-6-morpholino-4-pyridyl]methanamine FC1=CC=C(C=C1)COC1=NC(=CC(=C1)CN)N1CCOCC1